C(CCCCCCC\C=C/C\C=C/CCCCC)(=O)OCC(COC(CCC(OCCCC(C(F)(F)F)(F)F)OCCCC(C(F)(F)F)(F)F)=O)COC(=O)OCC1CN(CCC1)CC 3-((4,4-bis((4,4,5,5,5-pentafluoropentyl)oxy)butanoyl)oxy)-2-(((((1-ethylpiperidin-3-yl)methoxy)carbonyl)oxy)methyl)propyl (9Z,12Z)-octadeca-9,12-dienoate